C(C)S(=O)(=O)NCC=1N=NN(C1)[C@H](C(=O)N1[C@@H](C[C@H](C1)O)C(=O)NC)C(C)(C)C (2S,4R)-1-[(2S)-2-[4-[(ethylsulfonylamino)methyl]triazol-1-yl]-3,3-dimethyl-butanoyl]-4-hydroxy-N-methyl-pyrrolidine-2-carboxamide